N-(2-chloro-4-methoxy-pyrimidin-5-yl)-5-methyl-3-phenyl-isoxazole-4-carboxamide ClC1=NC=C(C(=N1)OC)NC(=O)C=1C(=NOC1C)C1=CC=CC=C1